2-((2-ethyl-7-methyl-5-(2,6-diazaspiro[3.4]oct-2-yl)pyrazolo[1,5-a]pyridin-3-yl)(methyl)amino)-4-(4-fluorophenyl)thiazole-5-carbonitrile TFA salt OC(=O)C(F)(F)F.C(C)C1=NN2C(C=C(C=C2C)N2CC3(C2)CNCC3)=C1N(C=1SC(=C(N1)C1=CC=C(C=C1)F)C#N)C